FC1=C(C(C(=O)O)O)C(=CC=C1)F 2,6-difluoromandelic acid